N1(CCC1)C1=C(C=CC=C1)N1N=C(C=C1C1=CC=C2C=NN(C2=C1)CCC)CO[C@@](C(=O)OCC)(CC)C Ethyl (2R)-2-([1-[2-(azetidin-1-yl)phenyl]-5-(1-propyl-1H-indazol-6-yl)-1H-pyrazol-3-yl]methoxy)-2-methylbutanoate